ClC=1C=C(C=CC1OC)C1=NC2=C(N1)C=C(C=C2C)C2CCN(CC2)C2CCN(CC2)CC(C)C 2-(3-Chloro-4-methoxyphenyl)-6-(1'-isobutyl-[1,4'-bipiperidin]-4-yl)-4-methyl-1H-benzo[d]imidazol